3,8-difluoro-2-phenylquinoline-7-carbonyl chloride FC=1C(=NC2=C(C(=CC=C2C1)C(=O)Cl)F)C1=CC=CC=C1